C1C\C=C\CCCCCCCCCCCCCCCC(=O)OC1=O trans-3-nonadecene-1,19-dicarboxylic anhydride